(E)-Methyl 3-nitroacrylate [N+](=O)([O-])/C=C/C(=O)OC